C(#N)C1=C2C=CC=NC2=CC=C1C=1C=C(C=2N=CN=C(C2N1)N[C@@H]1CNC[C@H](C1)F)C(=O)N 6-(5-cyanoquinolin-6-yl)-4-{[(3S,5S)-5-fluoropiperidin-3-yl]amino}pyrido[3,2-d]pyrimidine-8-carboxamide